(4-Chlorophenyl)(2,5-dioxo-imidazol-1-yl)acetic acid ClC1=CC=C(C=C1)C(C(=O)O)N1C(N=CC1=O)=O